methyl N-methyl-N-((S)-1-((R)-1-tritylaziridine-2-carbonyl)pyrrolidine-3-carbonyl)-L-valinate CN([C@@H](C(C)C)C(=O)OC)C(=O)[C@@H]1CN(CC1)C(=O)C1[N@@](C1)C(C1=CC=CC=C1)(C1=CC=CC=C1)C1=CC=CC=C1